(2',6'-Dimethyl-[1,1'-biphenyl]-2-yl)boronic acid CC1=C(C(=CC=C1)C)C1=C(C=CC=C1)B(O)O